((2-((2-bromo-2'-methyl-3'-(3-(4-methylpiperazin-1-yl)propoxy)-[1,1'-biphenyl]-3-yl)methoxy)-4,6-dimethoxypyrimidin-5-yl)methyl)-L-proline BrC1=C(C=CC=C1COC1=NC(=C(C(=N1)OC)CN1[C@@H](CCC1)C(=O)O)OC)C1=C(C(=CC=C1)OCCCN1CCN(CC1)C)C